FC=1C=C(C=NC1)N1C(C=CC=C1)=O 5'-fluoro-2H-[1,3'-bipyridyl]-2-one